NC1=NC=CC2=CC(=C(C=C12)C=1N=NC(=CC1)N(C1CC(NC(C1)(C)C)(C)C)C)O 1-amino-7-(6-(methyl(2,2,6,6-tetramethylpiperidin-4-yl)amino)pyridazin-3-yl)isoquinolin-6-ol